ClC=1C=C2C=CN(C2=CC1Cl)CC(=O)N1CCN(CC1)C1CN(C1)C(C=C)=O 1-(3-(4-(2-(5,6-dichloro-1H-indol-1-yl)acetyl)piperazin-1-yl)azetidin-1-yl)prop-2-en-1-one